tert-butyl 4-(4-(3-(3-(diphenylamino)phenyl)furo[3,2-b]pyridin-6-yl)phenyl)piperazine-1-carboxylate C1(=CC=CC=C1)N(C=1C=C(C=CC1)C1=COC=2C1=NC=C(C2)C2=CC=C(C=C2)N2CCN(CC2)C(=O)OC(C)(C)C)C2=CC=CC=C2